(R)-5-Chloro-4-(1H-indol-3-yl)-N-(1-(piperidin-4-ylmethyl)pyrrolidin-3-yl)pyrimidine-2-Amine ClC=1C(=NC(=NC1)N[C@H]1CN(CC1)CC1CCNCC1)C1=CNC2=CC=CC=C12